trimethyl-N'-propenyl-ethylenediamine CN(CCN(C=CC)C)C